C1(CC1)N1C(=NN=C1)C1=CC=CC(=N1)N1C(C2=CC(=C(C=C2C1)C)C=1C=NC=CC1)=O 2-(6-(4-cyclopropyl-4H-1,2,4-triazol-3-yl)pyridin-2-yl)-5-methyl-6-(pyridin-3-yl)isoindolin-1-one